N-[3-Chloro-2-fluoro-4-(tetrahydrofuran-3-ylmethoxy)phenyl]-6-[(3S)-pyrrolidin-3-yl]oxy-pyrido[3,2-d]pyrimidin-4-amine ClC=1C(=C(C=CC1OCC1COCC1)NC=1C2=C(N=CN1)C=CC(=N2)O[C@@H]2CNCC2)F